N-(5-(difluoromethoxy)-1H-pyrazol-3-yl)-6-(quinuclidin-4-yloxy)pyrazin-2-amine FC(OC1=CC(=NN1)NC1=NC(=CN=C1)OC12CCN(CC1)CC2)F